[4-[[6-(trifluoromethyl)-3-pyridinyl]methoxy]-1-piperidinyl]methanone FC(C1=CC=C(C=N1)COC1CCN(CC1)C=O)(F)F